9,9-diisopropyl-2,2,3,3,10-pentamethyl-4,8-dioxa-3,9-disilaundecan C(C)(C)[Si](OCCCO[Si](C(C)(C)C)(C)C)(C(C)C)C(C)C